OC1=C(C=C(C=C1)C)C1=NC(=C2N1C=CC=C2)C=2C(=NC=CC2)O 3-(3-(2-hydroxy-5-methylphenyl)imidazo[1,5-a]Pyridin-1-yl)pyridin-2-ol